N1(N=CC=C1)C1=CN=CC(=N1)N1CCC2(CCN(C2=O)C2=NC=CC(=C2)C(F)(F)F)CC1 8-[6-(1H-pyrazol-1-yl)pyrazin-2-yl]-2-[4-(trifluoromethyl)pyridin-2-yl]-2,8-diazaspiro[4.5]decan-1-one